CC=1N=C2N(N=C(C=C2C)C=2N=C3N(C(C2)=O)C=C(C=C3)N3C[C@@H](N[C@@H](C3)C)C)C1 2-(2,8-dimethylimidazo[1,2-b]pyridazin-6-yl)-7-[(3S,5R)-3,5-dimethylpiperazin-1-yl]pyrido[1,2-a]pyrimidin-4-one